C1(CCCCC1)CNC(=O)C(C(C)N(C=O)CC1CCN(CC1)C(=O)OC(C)(C)C)=O Tert-Butyl 4-[(N-{1-[(cyclohexylmethyl)carbamoyl]-1-oxopropan-2-yl}formamido)-methyl]piperidine-1-carboxylate